ClC=1C=CC(=C(C1)C=1C=C2C=3C=CC=CC3N3C2=C(C1)C1=CC=CC=C13)SC 2-(5-chloro-2-(methylthio)phenyl)indolo[3,2,1-jk]carbazole